tetramethyl-[1,3,2]dioxaborolan CC1(C(OBO1)(C)C)C